C(CCC)OC=1C=C2C[C@@H](C(=CC2=CC1)CN(CCC(=O)OC(C)(C)C)C)C tert-butyl N-{[(3S)-6-butoxy-3-methyl-3,4-dihydronaphthalen-2-yl]methyl}-N-methyl-β-alaninate